(S)-4-methylenepyrrolidin-3-ol C=C1[C@@H](CNC1)O